tert-butyl (3S)-3-[4-(cyclopropanecarbonylamino)-2-(3,5-dimethylisoxazol-4-yl)phenoxy]piperidine-1-carboxylate C1(CC1)C(=O)NC1=CC(=C(O[C@@H]2CN(CCC2)C(=O)OC(C)(C)C)C=C1)C=1C(=NOC1C)C